C[C@@](C(O)=CC1=CC=CC=C1)(O)[C@@H](O)[C@](O)([C@H](O)C(O)=CC1=CC=CC=C1)C 2,4-dimethyl-dibenzylidenesorbitol